FC1=C(OCCCCP(OCC)(=O)NO)C=CC(=C1F)C1CCC(CC1)CCCCC Ethyl P-(4-(2,3-difluoro-4-(4-pentylcyclohexyl)phenoxy)butyl)-N-hydroxyphosphonamidate